NCC1=CC=C(C[C@H](N)C(=O)O)C=C1 4-aminomethylphenylalanine